2,7-dibromophenanthrene-1,3,4,5,6,8,9,10-d8 BrC1=C(C=2C(=C(C3=C(C(=C(C(=C3C2C(=C1[2H])[2H])[2H])[2H])Br)[2H])[2H])[2H])[2H]